4-chloro-2-iodofuro[3,2-c]pyridine ClC1=NC=CC2=C1C=C(O2)I